C(=O)(O)C=1C=C(C=C(C1)C(=O)O)C1=C(C(C(=O)O)=CC=C1C1=CC(=CC(=C1)C(=O)O)C(=O)O)C(=O)O 3,4-bis(3,5-dicarboxyphenyl)phthalic acid